FC=1C=C(C=C(C1F)F)C1=C(C=CC=C1)NC(=O)C=1C(=NN(C1)C)C N-(3',4',5'-trifluoro-biphenyl-2-yl)-1,3-dimethylpyrazol-4-ylcarboxamide